[C-]#N.C(CCCCC)[NH+]1CC(CC1)CCC 1-hexyl-3-propylpyrrolidinium cyanide